CCN1CCCC1CNC(=O)C2=CC(=C(C=C2OC)N)S(=O)(=O)CC The molecule is a member of the class of benzamides resulting from the formal condensation of the carboxy group of 4-amino-5-(ethylsulfonyl)-2-methoxybenzoic acid with the primary amino group of 2-(aminomethyl)-1-ethylpyrrolidine. It is a potent, selective dopamine D2 and D3 receptor antagonist. It is an atypical antipsychotic/antischizophrenic agent with limited extrapyrimidal side effects. It has a role as a second generation antipsychotic, a xenobiotic and an environmental contaminant. It is a member of pyrrolidines, an aromatic amine, a sulfone, a member of benzamides and an aromatic amide.